6-chloro-3-(((R)-1-(2-cyano-3-((R)-3,3-difluoro-2-methylpyrrolidin-1-yl)-7-methylquinoxalin-5-yl)ethyl)amino)picolinic acid ClC1=CC=C(C(=N1)C(=O)O)N[C@H](C)C1=C2N=C(C(=NC2=CC(=C1)C)C#N)N1[C@@H](C(CC1)(F)F)C